Benzyl 4-[5-[(5S)-1-[2-[[6-[bis(tert-butoxycarbonyl)amino]-5-ethyl-3-pyridyl]amino]-2-oxo-acetyl]-5-methyl-2-piperidyl]-1,3-benzothiazol-2-yl]piperidine-1-carboxylate C(C)(C)(C)OC(=O)N(C1=C(C=C(C=N1)NC(C(=O)N1C(CC[C@@H](C1)C)C=1C=CC2=C(N=C(S2)C2CCN(CC2)C(=O)OCC2=CC=CC=C2)C1)=O)CC)C(=O)OC(C)(C)C